N,N-bis(hydroxy-2-propyl)aniline OCC(C)N(C1=CC=CC=C1)C(C)CO